3-((4-Methylenehex-3-yl)oxy)butyronitrile C=C(C(CC)OC(CC#N)C)CC